C(C)(C)(C)OC(CC1=CC=C(C=C1)O)=O.C(CCCCCCC\C=C/CCCCCC)(=O)OC1=CC=C(C=C1)CC(=O)OC(C)(C)C [4-(2-tert-Butoxy-2-oxo-ethyl)phenyl] (Z)-hexadec-9-enoate tert-Butyl-2-(4-hydroxyphenyl)acetate